Bis(2-hydroxyethyl)isophthalate OCCOC(C1=CC(C(=O)OCCO)=CC=C1)=O